ClC=1C=C(C(=NC1C(F)(F)F)OC1=C(C(=C(C=C1)F)F)C)N 5-chloro-2-(3,4-difluoro-2-methyl-phenoxy)-6-(trifluoromethyl)pyridin-3-amine